F[C@@H]1C[C@H](N(C1)C(CC=1OC(=CN1)C)=O)C(=O)N[C@@H](C1=CC=CC=C1)C1=NC(=C(C=C1)C(C)C)F (2S,4R)-4-fluoro-N-[(S)-[6-fluoro-5-(propan-2-yl)pyridin-2-yl](phenyl)methyl]-1-[2-(5-methyl-1,3-oxazol-2-yl)acetyl]pyrrolidine-2-carboxamide